FC1=CC=C(C=C1)C=1C=C2C(=NC=NC2=C(C1)O[C@H]1CN(CC1)C(C)=O)N[C@H](C)C=1C=NC(=NC1)C(F)(F)F 1-((R)-3-((6-(4-fluorophenyl)-4-(((R)-1-(2-(trifluoromethyl)pyrimidin-5-yl)ethyl)amino)quinazolin-8-yl)oxy)pyrrolidin-1-yl)ethan-1-one